(R)-N-((2-(2-amino-3-(2,4-dichlorophenyl)propanoyl)isoindolin-5-yl)methyl)-1H-imidazole-4-sulfonamide N[C@@H](C(=O)N1CC2=CC=C(C=C2C1)CNS(=O)(=O)C=1N=CNC1)CC1=C(C=C(C=C1)Cl)Cl